5-Chloro-7-(((4-phenylpiperidin-4-yl)methyl)amino)pyrazolo[1,5-a]pyrimidine-2-carbonitrile ClC1=NC=2N(C(=C1)NCC1(CCNCC1)C1=CC=CC=C1)N=C(C2)C#N